6-(benzyloxy)-2-(cyclobutyl-methylene)-3,4-dihydro-naphthalen-1(2H)-one C(C1=CC=CC=C1)OC=1C=C2CCC(C(C2=CC1)=O)=CC1CCC1